4-(isobutylamino)-3-penten-2-one C(C(C)C)NC(=CC(C)=O)C